C1(=CC=CC=C1)CC=1C=C(C=C(C1)N)N 5-phenylmethyl-1,3-diaminobenzene